Cl.N(=C=O)CCC[Si](OCC)(C)C Isocyanatopropyl-dimethyl-ethoxysilane HCl